C1(CC1)C=1C(=CC2=C(C=3N([C@@H](CO2)C(C)C)C=C(C(C3)=O)C(=O)O)C1)OCCCOC (R)-2-cyclopropyl-7-isopropyl-3-(3-methoxypropoxy)-11-oxo-6,7-dihydro-11H-benzo[f]pyrido[1,2-d][1,4]oxazepine-10-carboxylic acid